2-tert-butyl 3-ethyl (3S,4aS,8aR)-6-oxo-decahydroisoquinoline-2,3-dicarboxylate O=C1C[C@@H]2C[C@H](N(C[C@@H]2CC1)C(=O)OC(C)(C)C)C(=O)OCC